C1(CCCC2=CC=CC=C12)OCCCNC=1C=CC=2N(N1)N=NN2 N-[3-(1,2,3,4-tetrahydronaphthalen-1-yloxy)propyl]tetrazolo[1,5-b]pyridazin-6-amine